3-ethynylimidazole C(#C)N1C=NC=C1